3-{2-amino-[1,2,4]triazolo[1,5-a]pyridin-7-yl}-N-[3-(3,4-dichlorophenyl)-2,2-difluoro-3-hydroxypropyl]-2-fluoro-6-methoxybenzamide NC1=NN2C(C=C(C=C2)C=2C(=C(C(=O)NCC(C(O)C3=CC(=C(C=C3)Cl)Cl)(F)F)C(=CC2)OC)F)=N1